2-[2-[(3S,5r)-1-[5-chloro-4-[[3-(3-hydroxy-3-methyl-butyl)-1-methyl-2-oxo-benzimidazol-5-yl]amino]pyrimidin-2-yl]-4,4-difluoro-5-methyl-3-piperidinyl]ethyl]isoindoline-1,3-dione ClC=1C(=NC(=NC1)N1C[C@@H](C([C@@H](C1)C)(F)F)CCN1C(C2=CC=CC=C2C1=O)=O)NC1=CC2=C(N(C(N2CCC(C)(C)O)=O)C)C=C1